Methyl 2-(2-chloro-6-methoxybenzo[d]thiazole-7-carboxamido)-6-fluorobenzoate ClC=1SC2=C(N1)C=CC(=C2C(=O)NC2=C(C(=O)OC)C(=CC=C2)F)OC